FC(C(=O)N[C@@H](C(C)(C)C)C(=O)O)(F)F N-trifluoroacetyl-tert-leucine